ClC=1C=C(C=CC1Cl)C1=CC=C(O1)\C=C\1/CC(CC2=C(C3=CC=CC=C3N=C12)C(=O)O)C (E)-4-((5-(3,4-dichlorophenyl)furan-2-yl)methylene)-2-methyl-1,2,3,4-tetrahydroacridine-9-carboxylic acid